ClC1=NC=C(C(=N1)C=1C=C2C3(C(=NC2=C(C1)F)C)CCCC3)F 5'-(2-chloro-5-fluoro-pyrimidin-4-yl)-7'-fluoro-2'-methyl-spiro[cyclopentane-1,3'-indole]